NCC=1C=C(C=CC1)C1=CC2=C(C3=C1C=CO3)SC=C2COC2=C(C=CC=C2)CC(=O)O 2-(2-((4-(3-(aminomethyl)phenyl)thieno[3,2-g]benzofuran-6-yl)methoxy)phenyl)acetic acid